CC=1CC(C(C(C1)C)C)C=O 3,5,6-trimethyl-3-cyclohexene-formaldehyde